2-cyclopropyl-5-(2-methylimidazo[1,2-b]pyridazin-6-yl)-7H-pyrrolo[2,3-d]pyrimidine C1(CC1)C=1N=CC2=C(N1)NC=C2C=2C=CC=1N(N2)C=C(N1)C